C(#N)C=1C=C(C(=NC1)[C@H](C)NC(CN1C(NC2=CC=C(C(=C2C1=O)F)F)=O)=O)F (S)-N-(1-(5-cyano-3-fluoropyridin-2-yl)ethyl)-2-(5,6-difluoro-2,4-dioxo-1,4-dihydroquinazolin-3(2H)-yl)acetamide